4-[8-amino-3-[(2S)-1-but-2-ynoylpyrrolidin-2-yl]imidazo[1,5-a]pyrazin-1-yl]-N-pyridin-2-ylbenzamide NC=1C=2N(C=CN1)C(=NC2C2=CC=C(C(=O)NC1=NC=CC=C1)C=C2)[C@H]2N(CCC2)C(C#CC)=O